FC1=CC(=CC2=C1C(CCO2)=O)F 5,7-difluoro-3,4-dihydro-2H-1-benzopyran-4-one